3-cyanomethyl-2-(4-ethylphenyl)indazole C(#N)CC=1N(N=C2C=CC=CC12)C1=CC=C(C=C1)CC